C(C1=CC=CC=C1)OC(=O)N(S(=O)(=O)C1=C(C(=O)OCC2=CC=CC=C2)C(=C(C(=C1F)F)F)F)C1=CC(=C(C=C1)OC)F benzyl 2-(N-((benzyloxy) carbonyl)-N-(3-fluoro-4-methoxyphenyl) sulfamoyl)-3,4,5,6-tetrafluorobenzoate